C[C@@H]1N(C2=CC=CC=C2[C@@H](C1)NC1=CC=C(C=C1)NC([C@H](C)NC(OC(C)(C)C)=O)=O)C(CC)=O |o1:1,9| tert-Butyl {(S)-1-[(4-{[(2S*,4R*)-2-methyl-1-propionyl-1,2,3,4-tetrahydroquinolin-4-yl]amino}phenyl)amino]-1-oxopropan-2-yl}carbamate